tert-Butyl-4-(1-methyl-6-((5-methylthiazol-2-yl)amino)-1H-Pyrrolo[3,2-c]pyridin-4-yl)-3,6-dihydropyridine tertbutyl-piperazine-1-carboxylate C(C)(C)(C)OC(=O)N1CCNCC1.C(C)(C)(C)C1=NCC=C(C1)C1=NC(=CC2=C1C=CN2C)NC=2SC(=CN2)C